ClC1=C(C(=O)C=2C(=NN(C2OCC(=O)C2=CC=CC=C2)C)C)C=CC(=C1)Cl 2-[4-(2,4-dichlorobenzoyl)-1,3-dimethylpyrazol-5-yloxy]acetophenone